5-(1-ethyl-3-(3-nitrophenyl)-1H-pyrazol-4-yl)-4-methyl-4H-1,2,4-triazole-3-thiol C(C)N1N=C(C(=C1)C=1N(C(=NN1)S)C)C1=CC(=CC=C1)[N+](=O)[O-]